N=1N=CN2C1C=C(C=C2)CCC=O 3-([1,2,4]triazolo[4,3-a]pyridin-7-yl)propanal